PYRIDINCARBOXYLAT N1=C(C=CC=C1)C(=O)[O-]